2-(2-fluorophenyl)-2-hydroxy-2-phenylacetic acid FC1=C(C=CC=C1)C(C(=O)O)(C1=CC=CC=C1)O